N1CC(CCC1)NC1=CC=C2C(NC(=NC2=C1)CSC1CCOCC1)=O 7-(3-piperidinylamino)-2-(tetrahydropyran-4-ylsulfanylmethyl)-3H-quinazolin-4-one